COC1=CC(=C(C=C1)NS(=O)(=O)C1=CC=C(C=C1)CNC(=O)C1=CC=2C=NC=CC2N1)C N-({4-[(4-methoxy-2-methylphenyl)sulfamoyl]phenyl}methyl)-1H-pyrrolo[3,2-c]pyridine-2-carboxamide